methyl (S)-2-((tert-butoxycarbonyl)amino)-3-(4-carbamoyl-3-fluorophenyl)propanoate C(C)(C)(C)OC(=O)N[C@H](C(=O)OC)CC1=CC(=C(C=C1)C(N)=O)F